CN(C=CC(=O)C1=NC=CC(=N1)C#CC=1C=C2C=NNC2=CC1)C 5-((2-(3-(dimethylamino)acryloyl)pyrimidin-4-yl)ethynyl)-1H-indazole